(S)-2-amino-4-((4-(cyclopropylethynyl)-4-(1,1-difluoroethyl)-6-fluoro-2-oxo-1,4-dihydro-2H-benzo[d][1,3]oxazin-7-yl)methyl)nicotinonitrile NC1=C(C#N)C(=CC=N1)CC=1C(=CC2=C(NC(O[C@@]2(C(C)(F)F)C#CC2CC2)=O)C1)F